Trimethyl-(pentamethylcyclopentadienyl)titanium C[Ti](C1(C(=C(C(=C1C)C)C)C)C)(C)C